(E)-1-((pyridin-3-ylimino)methyl)naphthalen-2-ol N1=CC(=CC=C1)\N=C\C1=C(C=CC2=CC=CC=C12)O